4-(4-(1-(3-fluorophenyl)azetidine-3-carbonyl)-3,4-dihydro-2H-pyrido[4,3-b][1,4]oxazin-8-yl)-benzonitrile FC=1C=C(C=CC1)N1CC(C1)C(=O)N1C2=C(OCC1)C(=CN=C2)C2=CC=C(C#N)C=C2